(S)-4-amino-N-(6-(2-(difluoromethyl)thiazol-4-yl)-2,3-dihydrobenzofuran-3-yl)-7-fluoro-N-methylimidazo[1,5-a]quinoxaline-8-carboxamide NC=1C=2N(C3=CC(=C(C=C3N1)F)C(=O)N(C)[C@@H]1COC3=C1C=CC(=C3)C=3N=C(SC3)C(F)F)C=NC2